4-[6-(3-chloro-phenyl)-3-hydroxy-pyridin-2-yl]-4-oxo-butyric acid ethyl ester C(C)OC(CCC(=O)C1=NC(=CC=C1O)C1=CC(=CC=C1)Cl)=O